(5-isopropylthiophen-2-yl)azetidine C(C)(C)C1=CC=C(S1)N1CCC1